[C-]#N.C(CC)[N+]1(CCCC1)CCC 1,1-Dipropylpyrrolidinium cyanide